3-glycidoxy-n-propylmethyldiethoxysilane C(C1CO1)OCCC[Si](OCC)(OCC)C